1-(2,4,6-trimethoxyphenyl)-imidazole COC1=C(C(=CC(=C1)OC)OC)N1C=NC=C1